ClC1=CSC2=C1NC(=C2)C(=O)N2[C@@H]1CC([C@H]([C@@H]2C(=O)N[C@H](C[C@H]2C(NCC2)=O)C#N)CC1)(F)F (1S,3R,4S)-2-(3-chloro-4H-thieno[3,2-b]pyrrole-5-carbonyl)-N-((R)-1-cyano-2-((S)-2-oxopyrrolidin-3-yl)ethyl)-5,5-difluoro-2-azabicyclo[2.2.2]octane-3-carboxamide